Br[SiH]1C[Si](C1)(CCC)Cl 1-bromo-3-chloro-3-propyl-1,3-disilacyclobutane